ClC=1C=C(C(=NC1OCC1=C(C(=CC=C1)C1=CC2=C(OCCO2)C=C1)C)OC)CN1C[C@H](CC1)C(=O)O (S)-1-((5-chloro-6-((3-(2,3-dihydrobenzo[b][1,4]dioxin-6-yl)-2-methylbenzyl)oxy)-2-methoxypyridin-3-yl)methyl)pyrrolidine-3-carboxylic acid